FCCCN1N=NC2=C1C=C(C=C2)C=2C=CN1N=C(N=C(C12)OC)NC1CCC(CC1)(O)C (1s,4s)-4-((5-(1-(3-fluoropropyl)-1H-benzo[d][1,2,3]triazol-6-yl)-4-methoxypyrrolo[2,1-f][1,2,4]triazin-2-yl)amino)-1-methylcyclohexan-1-ol